Cl.FC=1C=C(C(=C(C#N)C1)C)[C@@H](C)NC1=CC(=NC2=CC=C(C=C12)N1CCOCC1)C (R)-5-fluoro-2-methyl-3-(1-((2-methyl-6-morpholinoquinolin-4-yl)amino)ethyl)benzonitrile hydrochloride